ClC1=C(C(=CC=C1Cl)OC)C1CC(NCC1)CC(=O)N 2-[4-(2,3-dichloro-6-methoxyphenyl)piperidin-2-yl]acetamide